tert-butyl 4-(6-(4-(1-(2,6-dioxopiperidin-3-yl)-3-methyl-2-oxo-2,3-dihydro-1H-benzo[d]imidazol-5-yl)piperazin-1-yl)-2-azaspiro[3.3]heptan-2-yl)-3,3-difluoropiperidine-1-carboxylate O=C1NC(CCC1N1C(N(C2=C1C=CC(=C2)N2CCN(CC2)C2CC1(CN(C1)C1C(CN(CC1)C(=O)OC(C)(C)C)(F)F)C2)C)=O)=O